(S)-2-(5-(3-((2-Chloro-5-(1-(difluoromethyl)-1H-pyrazol-3-yl)pyridin-4-yl)amino)-2-fluoropropoxy)-1-methyl-1H-pyrazol-4-yl)pyrimidin-4-amine ClC1=NC=C(C(=C1)NC[C@@H](COC1=C(C=NN1C)C1=NC=CC(=N1)N)F)C1=NN(C=C1)C(F)F